O(C1=CC=CC=C1)CCN1CCN(CC1)C=O [4-(2-phenoxyethyl)piperazin-1-yl]methanone